CC1(OB(OC1(C)C)C1=C(CNC(OC(C)(C)C)=O)C=CC=C1)C tert-butyl (2-(4,4,5,5-tetramethyl-1,3,2-dioxaborolan-2-yl)benzyl)carbamate